C(#N)C=1C=NN2C1C(=CC(=C2)C=2C=NN(C2)C2CCC(CC2)CC(=O)OC)C=2C=NC(=CC2)F methyl 2-((1r,4r)-4-(4-(3-cyano-4-(6-fluoropyridin-3-yl)pyrazolo[1,5-a]pyridin-6-yl)-1H-pyrazol-1-yl)cyclohexyl)acetate